ClC1=CC(=C(C=C1)S(=O)(=O)N1C[C@@]2([C@H](C1)OC1=CC(=C(C#N)C=C1)F)OCCNC2)C#N 4-(((4S,5S)-2-((4-chloro-2-cyanophenyl)sulfonyl)-6-oxa-2,9-diazaspiro[4.5]decan-4-yl)oxy)-2-fluorobenzonitrile